ClC1=C(C=CC=C1C1C(NC(CC1)=O)=O)C1=CC=C(C=C1)NCC1=NN(C=C1)C 3-(2-chloro-4'-(((1-methyl-1H-pyrazol-3-yl)methyl)amino)-[1,1'-biphenyl]-3-yl)piperidine-2,6-dione